tert-butyl 4-(7-formylbenzo[d]isoxazol-3-yl)piperazine-1-carboxylate C(=O)C1=CC=CC=2C(=NOC21)N2CCN(CC2)C(=O)OC(C)(C)C